C(C1=CC=CC=C1)(=O)N1C(N(C=CC1=O)CC1(CC1)C=O)=O 1-((3-benzoyl-2,4-dioxo-3,4-dihydropyrimidin-1(2H)-yl)methyl)cyclopropanecarbaldehyde